ClC=1C=C(C=NC1OC1=CC(=CC=C1)C(F)(F)F)NC1=NC=NN2C1=C(C=C2)C2CN(C2)C(\C=C\CN(C)C)=O (E)-1-(3-(4-((5-chloro-6-(3-(trifluoromethyl)phenoxy)pyridin-3-yl)amino)pyrrolo[2,1-f][1,2,4]triazin-5-yl)azetidin-1-yl)-4-(dimethylamino)but-2-en-1-one